1-(2-amino(trifluoromethyl)pyridin-3-yl)pyrrolidin-2-one NC1=NC=CC(=C1N1C(CCC1)=O)C(F)(F)F